5-CHLORO-3-(TRIFLUOROMETHYL)-1H-PYRAZOLE-4-CARBALDEHYDE ClC1=C(C(=NN1)C(F)(F)F)C=O